[2H]C1=C(C(=C(C(=C1[2H])OCCN1CC(C1)CF)[2H])[2H])C=O [2,3,5,6-tetradeuterio-4-[2-[3-(fluoromethyl)azetidin-1-yl]ethoxy]phenyl]methanone